[Pt].[Se](C#N)C#N selenocyanide platinum